C(C1=CC=CC=C1)NS(=O)(=O)C=1C=C(C=CC1C)NC(CN1N=CC(=C(C1=O)Cl)Cl)=O N-(3-(N-benzylsulfamoyl)-4-methylphenyl)-2-(4,5-dichloro-6-oxopyridazin-1(6H)-yl)acetamide